(3aS,4R,6aR)-4-amino-1-(7,8-dihydrofuro[3,2-e][1,3]benzothiazol-2-yl)hexahydrocyclopenta[d]imidazole-2(1H)-one N[C@@H]1CC[C@H]2N(C(N[C@H]21)=O)C=2SC1=C(N2)C2=C(C=C1)OCC2